C(C)(=O)OCCN1C(C2=CC(=CC=C2C1)C1=NC(=NC=C1Cl)N(C1CCOCC1)CC1=C(C=C(C=C1)OC)OC)=O 2-[6-(5-chloro-2-{[(2,4-dimethoxyphenyl) methyl](Oxacyclohex-4-yl) amino} pyrimidin-4-yl)-1-oxo-2,3-dihydro-1H-isoindol-2-yl]Ethyl acetate